C[N+]1([C@@H]2CC[C@H]1CC(C2)OC(=O)C(C3=CC=CC=C3)(C4=CC=CC=C4)O)CCF.[Br-] The molecule is the organic bromide salt of flutropium. It is used in Japan for the treatment asthma and chronic obstructive pulmonary disease. It has a role as a muscarinic antagonist, an antispasmodic drug and an anti-asthmatic drug. It contains a flutropium.